The molecule is a pyrimidine obtained by formal addition of hydrogen across the 5,6-position of uracil. It has a role as a metabolite, a human metabolite, an Escherichia coli metabolite and a mouse metabolite. It derives from a uracil. C1CNC(=O)NC1=O